C(C)(C)(C)OC(=O)N1C[C@@H]2N(CCC[C@@H]2C1)C (4aR,7aR)-1-methyl-octahydro-6H-pyrrolo[3,4-b]pyridine-6-carboxylic acid tert-butyl ester